(R)-2-(2-(8-methyl-6-(3-methyl-3-phenylpyrrolidin-1-yl)-[1,2,4]triazolo[1,5-a]pyridin-2-yl)ethyl)-2,9-diazaspiro[5.5]undecan-1-one CC=1C=2N(C=C(C1)N1C[C@](CC1)(C1=CC=CC=C1)C)N=C(N2)CCN2C(C1(CCC2)CCNCC1)=O